(3R,4R)-4-(((3-cyclopropyl-7-((2-fluoro-4-(pyrimidin-2-yl)benzyl)amino)pyrazolo[1,5-a]pyrimidin-5-yl)amino)methyl)piperidin-3-ol C1(CC1)C=1C=NN2C1N=C(C=C2NCC2=C(C=C(C=C2)C2=NC=CC=N2)F)NC[C@@H]2[C@H](CNCC2)O